1-benzyl-4-hydroxy-2-methyl-1H-benzo[D]imidazole-6-carboxylic acid C(C1=CC=CC=C1)N1C(=NC2=C1C=C(C=C2O)C(=O)O)C